8-methoxy-3-[2-methyl-4-(trifluoromethoxy)phenyl]sulfonyl-4H-triazolo[1,5-a]quinazolin-5-one COC1=CC=C2C(NC=3N(C2=C1)N=NC3S(=O)(=O)C3=C(C=C(C=C3)OC(F)(F)F)C)=O